C[Si]1(O[Si](O[Si](O[Si](O1)(CCCOCC1OC1)C)(CCCOCC1OC1)C)(CCCOCC1OC1)C)CCCOCC1OC1 2,4,6,8-tetramethyl-2,4,6,8-tetrakis[3-(oxiranylmethoxy)propyl]cyclotetrasiloxane